C(C)C1=NC2=CC=C(C=C2C(N1CC1CCN(CC1)C1=C(C=CC=C1)C=1N=NNN1)=O)NC(=O)C1CC1 N-[2-ethyl-4-oxo-3-[[1-[2-(2H-tetrazol-5-yl)phenyl]-4-piperidyl]methyl]-quinazolin-6-yl]-cyclopropane-carboxamide